FC1CN(C1)CC1=CC=C(N=N1)NC=1C=CC=2N(C1)N=CC2 6-[[6-[(3-fluoroazetidin-1-yl)methyl]pyridazin-3-yl]amino]pyrazolo[1,5-a]pyridin